O=C1N(CCC(N1)=O)C1=CC=C(CN2CCC(CC2)C2=NC(=C(C(=O)N)C=C2)C2=CC=C(C=C2)OC2=CC=CC=C2)C=C1 6-(1-(4-(2,4-dioxotetrahydropyrimidin-1(2H)-yl)benzyl)piperidin-4-yl)-2-(4-phenoxyphenyl)nicotinamide